NC1=C2C(=NC=N1)N(N=C2C2=CC=C(C=C2)OC2=CC=CC=C2)[C@H]2CN(CCC2)C(C(C(C)Br)=C)=O 1-[(3R)-3-[4-amino-3-(4-phenoxyphenyl)pyrazolo[3,4-d]pyrimidin-1-yl]-1-piperidyl]-3-bromo-2-methylene-butan-1-one